CN1N=C(C=C1C(=O)N[C@H](C)C1=NC(=NS1)N1CCCCC1)C(F)(F)F 2-methyl-N-[(1R)-1-[3-(1-piperidinyl)-1,2,4-thiadiazol-5-yl]ethyl]-5-(trifluoromethyl)pyrazole-3-carboxamide